4-bromo-7-methyl-2-(methyl-d3)-2H-indazole BrC=1C2=CN(N=C2C(=CC1)C)C([2H])([2H])[2H]